ClCCC(=C(C1=CC=C(C=C1)O)C1=CC=C(C=C1)N1CCC(CC1)CN1C[C@@H](CCC1)NC=1C=C2C(N(C(C2=CC1)=O)C1C(NC(CC1)=O)=O)=O)C1=CC=C(C=C1)O 5-(((R)-1-((1-(4-(4-chloro-1,2-bis(4-hydroxyphenyl)but-1-en-1-yl)phenyl)piperidine-4-yl)methyl)piperidin-3-yl)amino)-2-(2,6-dioxopiperidin-3-yl)isoindoline-1,3-dione